CN1CCN(CC1)C1=C(C=C2N=C3C(C4=C(C(C3=NC2=C1)=O)N=CC=C4)=O)C#N 9-(4-methylpiperazin-1-yl)-5,12-dioxo-5,12-dihydropyrido[2,3-b]phenazine-8-carbonitrile